tert-butyl 4-(3-methyl-6-phenyl-5-(((p-tolyloxy) carbonyl) amino) pyridin-2-yl)-1H-pyrazole-1-carboxylate CC=1C(=NC(=C(C1)NC(=O)OC1=CC=C(C=C1)C)C1=CC=CC=C1)C=1C=NN(C1)C(=O)OC(C)(C)C